N-(5-(3-fluoro-4-(1-oxo-1,2,3,4-tetrahydroisoquinolin-6-yl)-1H-pyrazol-1-yl)-2-(4-methylpiperazin-1-yl)phenyl)acrylamide FC1=NN(C=C1C=1C=C2CCNC(C2=CC1)=O)C=1C=CC(=C(C1)NC(C=C)=O)N1CCN(CC1)C